N-Cyclohexylmorpholin C1(CCCCC1)N1CCOCC1